ClC1=C(C=C(C=N1)C1=CC=C2N=CC(=NC2=C1)NC)F 7-(6-chloro-5-fluoropyridin-3-yl)-N-methylquinoxalin-2-amine